NC=1C2=C(N=C(N1)NCC1=CC(=C(C=C1)C1=C(C=CC=C1)C#N)F)C1=C(N=C2)N(C=C1)CC1=CC(=C(C=C1)C=1C(=CC=CC1)C#N)F 4'-((4-amino-2-(((2'-cyano-2-fluoro-[1,1'-biphenyl]-4-yl)methyl)amino)-7H-pyrrolo[3',2':5,6]pyrido[4,3-d]pyrimidin-7-yl)methyl)-2'-fluoro-[1,1'-biphenyl]-2-carbonitrile